N-(2-cyano-3-piperidin-1-ylphenyl)-5-{[(2-hydroxyethyl)amino]methyl}pyridine-2-carboxamide C(#N)C1=C(C=CC=C1N1CCCCC1)NC(=O)C1=NC=C(C=C1)CNCCO